CC1CC2(NC(C=3N2C(C=CC3C)=O)=O)CCC1 3,8'-DIMETHYL-1',5'-DIOXO-1',5'-DIHYDRO-2'H-SPIRO[CYCLOHEXANE-1,3'-IMIDAZO[1,5-A]PYRIDIN]